CSC1=CC=CC=2C=3N(C(=NC12)NC=1C(N=CC=CC1)=O)N=C(N3)C=3C=NN(C3)C(C)C (3R)-3-({7-(methylsulfanyl)-2-[1-(propan-2-yl)-1H-pyrazol-4-yl][1,2,4]triazolo[1,5-c]quinazolin-5-yl}amino)azepin-2-one